4,7-dichloro-2-isopropylthiazolo[4,5-d]pyridazine ClC1=NN=C(C2=C1N=C(S2)C(C)C)Cl